C(#N)C=1C=NC=CC1[C@@H]([C@@H](C)C=1N(C(C(=C(N1)C(=O)NC=1C=NOC1)O)=O)C)C=1C=NN(C1)C 2-((1r,2r)-1-(3-cyanopyridin-4-yl)-1-(1-methyl-1H-pyrazol-4-yl)propan-2-yl)-5-hydroxy-N-(isoxazol-4-yl)-1-methyl-6-oxo-1,6-dihydropyrimidine-4-carboxamide